C(C)OC(=O)[C@@H]1CN(CCC1)C(CCCC=1N=C(N(C1)C1=CC=CC=C1)NC(C1=CC(=CC=C1)C=1C=NN(C1)C)=O)=O (S)-1-(4-(2-(3-(1-methyl-1H-pyrazol-4-yl)benzoylamino)-1-phenyl-1H-imidazol-4-yl)butanoyl)piperidine-3-carboxylic acid ethyl ester